(S)-(3-aminopyrrolidin-1-yl)(3-methyl-5-(2-(1-methylpiperidin-4-yl)pyrimidin-5-yl)thiophen-2-yl)methanone N[C@@H]1CN(CC1)C(=O)C=1SC(=CC1C)C=1C=NC(=NC1)C1CCN(CC1)C